ClC1=C(C=CC(=C1)OC1=NC=NC2=CC(=C(C=C12)OC)O)NC(=O)NC1=CC=C(C=C1)C(F)(F)F 1-(2-chloro-4-((7-hydroxy-6-methoxyquinazolin-4-yl)oxy)phenyl)-3-(4-(trifluoromethyl)phenyl)urea